1'-(tert-Butyloxycarbonyl)spiro[chroman-3,4'-piperidine]-5-carboxylic acid C(C)(C)(C)OC(=O)N1CCC2(CC1)COC=1C=CC=C(C1C2)C(=O)O